ClC1=C(C=C(C=C1)C1=NN(C=C1)C)CNC1=NN2C(NC(=CC2=O)CCCOC)=N1 2-[[2-chloro-5-(1-methyl-pyrazol-3-yl)phenyl]methylamino]-5-(3-methoxypropyl)-4H-[1,2,4]triazolo[1,5-a]pyrimidin-7-one